tert-butyl 2-(1-isopropyl-3-methyl-1H-indazol-7-yl)-2-(3-((5-(5,6,7,8-tetrahydro-1,8-naphthyridin-2-yl)pentyl)oxy)azetidin-1-yl)acetate C(C)(C)N1N=C(C2=CC=CC(=C12)C(C(=O)OC(C)(C)C)N1CC(C1)OCCCCCC1=NC=2NCCCC2C=C1)C